(S)-2-((((9H-fluoren-9-yl)methoxy)carbonyl)amino)-3-(1-(tert-butoxycarbonyl)-7-phenyl-1H-indol-3-yl)propanoic acid C1=CC=CC=2C3=CC=CC=C3C(C12)COC(=O)N[C@H](C(=O)O)CC1=CN(C2=C(C=CC=C12)C1=CC=CC=C1)C(=O)OC(C)(C)C